2-(4-((2-oxo-2,3-dihydro-1H-benzo[d]imidazol-1-yl)methyl)phenyl)acetic acid ethyl ester C(C)OC(CC1=CC=C(C=C1)CN1C(NC2=C1C=CC=C2)=O)=O